4-bromo-5-fluoro-3-methyl-1-(tetrahydro-2H-pyran-2-yl)-1H-pyrazolo[3,4-b]Pyridine BrC1=C2C(=NC=C1F)N(N=C2C)C2OCCCC2